Ethyl (R)-3-(4-((1-(4-(benzo[d]oxazol-2-yl)phenoxy)-3-methylbutan-2-yl)amino)benzamido)propanoate O1C(=NC2=C1C=CC=C2)C2=CC=C(OC[C@@H](C(C)C)NC1=CC=C(C(=O)NCCC(=O)OCC)C=C1)C=C2